C(C)(C)C1=C(OC2=CC(=C(C=C2)C2CNCC2)COC2OCCCC2)C=CC=C1 3-(4-(2-isopropylphenoxy)-2-((tetrahydro-2H-pyran-2-yloxy)methyl)phenyl)pyrrolidine